C(C(C)C)O[Sn](OCC(C)C)(OCC(C)C)OCC(C)C tetra-iso-butoxytin